FC1=CC=C(C=C1)CC1=CC(=C2C(=N1)C=NN2C(C)C)N[C@H]2COCC2 5-[(4-fluorophenyl)methyl]-1-isopropyl-N-[(3R)-tetrahydrofuran-3-yl]pyrazolo[4,3-b]pyridin-7-amine